(3RS,4RS)-4-amino-1-(4-(4-((5-chloro-3-fluoropyridin-2-yl)oxy)phenyl)-1,3,5-triazin-2-yl)pyrrolidine-3-carboxylic acid N[C@@H]1[C@@H](CN(C1)C1=NC=NC(=N1)C1=CC=C(C=C1)OC1=NC=C(C=C1F)Cl)C(=O)O |r|